ClC(CO)(CO)Cl 2,2-Dichloropropane-1,3-diol